2-bromo-11H-pyrido[2,1-b]Quinazolin-11-one BrC=1C=C2C(N3C(=NC2=CC1)C=CC=C3)=O